N1CC(CC1)N1CCSCCC1 4-(pyrrolidin-3-yl)-1,4-thiazepane